[C@H]1(CCC2=CC=CC=C12)NC(=O)C1=CC=C(S1)C1=C(C(=NC(=C1C(=O)N)CC(C)C)COC1=CC=C(C=C1)F)C(=O)NN (R)-4-(5-((2,3-dihydro-1H-inden-1-yl)carbamoyl)thiophen-2-yl)-6-((4-fluorophenoxy)methyl)-5-(hydrazinecarbonyl)-2-isobutylnicotinamide